7-(3-{[5-(dimethylamino)pyridin-2-yl]carbamoyl}-3-hydroxyazetidin-1-yl)-5-methyl-4-oxo-1-(1,2,4-thiadiazol-5-yl)-1,4-dihydro-1,8-naphthyridine-3-carboxylic acid CN(C=1C=CC(=NC1)NC(=O)C1(CN(C1)C1=CC(=C2C(C(=CN(C2=N1)C1=NC=NS1)C(=O)O)=O)C)O)C